N-(4-bromonaphthalen-1-yl)acetamide BrC1=CC=C(C2=CC=CC=C12)NC(C)=O